Cl[13C]1=[13C]([13CH]=[13CH][13C](=[13CH]1)Cl)O 2,4-dichlorophenol-13C6